N-(3-amino-2-cyano-4-fluorophenyl)-N-((2-(trimethylsilyl)ethoxy)-methyl)propane-1-sulfonamide methyl-5-(4-(trifluoromethyl)-1H-imidazol-2-yl)-1H-pyrrole-2-carboxylate COC(=O)C=1NC(=CC1)C=1NC=C(N1)C(F)(F)F.NC=1C(=C(C=CC1F)N(S(=O)(=O)CCC)COCC[Si](C)(C)C)C#N